(R)-2-amino-2-(4-(4-fluoro-1H-pyrazol-1-yl)phenyl)-4,4-dimethylpentanoic acid isopropyl ester C(C)(C)OC([C@@](CC(C)(C)C)(C1=CC=C(C=C1)N1N=CC(=C1)F)N)=O